(R)-5-(2-(2,5-Difluorophenyl)pyrrolidin-1-yl)-N-(4-(2-hydroxyethyl)cyclohexyl)-3H-imidazo[4,5-b]pyridine-3-carboxamide FC1=C(C=C(C=C1)F)[C@@H]1N(CCC1)C1=CC=C2C(=N1)N(C=N2)C(=O)NC2CCC(CC2)CCO